N1=C(C=CC=C1)CNC(=O)C1=CC2=CC3=CC4=CC=CC=C4C=C3C(=C2C=C1)C1=CC=C(C=C1)C(F)(F)F N-(pyridin-2-ylmethyl)-5-(4-(trifluoromethyl)phenyl)-2-naphthacenecarboxamide